C1N(CC12COCC2)CC2(CC2)COC2=NC=1C(=C(C3=C(C1C=N2)COC3)C3=NC=C(C2=C3C(=C(S2)NC(OC(C)(C)C)=O)C#N)F)F tert-Butyl (4-(3-((1-((6-oxa-2-azaspiro[3.4]octan-2-yl)methyl)cyclopropyl)meth-oxy)-5-fluoro-7,9-dihydrofuro[3,4-f]quinazolin-6-yl)-3-cyano-7-fluorothieno[3,2-c]pyridin-2-yl)carbamate